NCC(CS)CS 2-(aminomethyl)-1,3-propanedithiol